1-(benzyloxy)-5-bromo-2-(2-cyclopropylethoxy)-4-iodobenzene C(C1=CC=CC=C1)OC1=C(C=C(C(=C1)Br)I)OCCC1CC1